O[C@H]1C[C@@]2([C@H](CCC2C2C1[C@]1(CCC(NC1=CC2)=O)C)C(C)(C)O)C (4aR,5S,6aS,7S)-5-hydroxy-7-(2-hydroxypropan-2-yl)-4a,6a-dimethyl-4,4a,4b,5,6,6a,7,8,9,9a,9b,10-dodecahydro-1H-indeno-[5,4-f]quinolin-2(3H)-one